6-bromo-N-[5-(cyanomethoxy)-4,6-dimethoxy-pyrimidin-2-yl]-1H-indole-3-sulfonic acid amide BrC1=CC=C2C(=CNC2=C1)S(=O)(=O)NC1=NC(=C(C(=N1)OC)OCC#N)OC